lithium 4,5-dicyano-2-(trifluoro-methyl)imidazolide C(#N)C=1N=C([N-]C1C#N)C(F)(F)F.[Li+]